methyl (tert-butoxy carbonyl)-L-serinate C(C)(C)(C)OC(=O)N[C@@H](CO)C(=O)OC